6-bromo-8-methyl-[1,2,4]Triazolo[1,5-a]Pyridine BrC=1C=C(C=2N(C1)N=CN2)C